2-(5-fluoro-2-methoxy-4-pyridinyl)-N-methyl-1-(2-oxo-3,4-dihydro-1H-quinolin-6-yl)benzimidazole-5-carboxamide FC=1C(=CC(=NC1)OC)C1=NC2=C(N1C=1C=C3CCC(NC3=CC1)=O)C=CC(=C2)C(=O)NC